4-chloro-1-[((5S,7S)-2-oxo-3-{[4-(3-phenyl-1,2,4-oxadiazol-5-yl)tetrahydro-2H-pyran-4-yl]methyl}-1-oxa-3-azaspiro[4.5]dec-7-yl)methyl]-1H-benzimidazole-6-carbonitrile ClC1=CC(=CC=2N(C=NC21)C[C@@H]2C[C@]1(CN(C(O1)=O)CC1(CCOCC1)C1=NC(=NO1)C1=CC=CC=C1)CCC2)C#N